3-cyclobutyl-N6-(1-ethylpropyl)-N8-(2-pyridylmethyl)-[1,2,4]triazolo[4,3-b]pyridazine-6,8-diamine C1(CCC1)C1=NN=C2N1N=C(C=C2NCC2=NC=CC=C2)NC(CC)CC